2-methyl-1,6-naphthyridine-5,7(6H,8H)-dione CC1=NC=2CC(NC(C2C=C1)=O)=O